2-(Hydroxymethyl)-2-nitropropan-1,3-diol OCC(CO)(CO)[N+](=O)[O-]